2-allyloxy-N-[(3S)-6'-chloro-5-[[(1R,2R)-2-[(1S)-1-hydroxyallyl]cyclobutyl]methyl]spiro[2,4-dihydro-1,5-benzoxazepine-3,1'-tetralin]-7-yl]sulfonyl-2-methyl-propanamide C(C=C)OC(C(=O)NS(=O)(=O)C=1C=CC2=C(N(C[C@@]3(CCCC4=CC(=CC=C34)Cl)CO2)C[C@H]2[C@@H](CC2)[C@H](C=C)O)C1)(C)C